C[N+]1=CC=CC=C1/C=N/O.CS(=O)(=O)[O-] The molecule is a pyridinium salt and a methanesulfonate salt. It has a role as a cholinesterase reactivator and a cholinergic drug. It contains a pralidoxime.